C(C=1C(C)=CC(C)=CC1C)(=O)O β-isodurylic acid